(Z)-9-(4-((1-(3,3-difluoropropyl)pyrrolidin-3-ylidene)methyl)phenyl)-8-(4-fluoro-2-methylphenyl)-6,7-dihydro-5H-benzo[7]annulene-3-carboxylic acid FC(CCN1CC(CC1)=CC1=CC=C(C=C1)/C/1=C(\CCCC2=C1C=CC(=C2)C(=O)O)/C2=C(C=C(C=C2)F)C)F